tert-butyl N-tert-butoxycarbonyl-N-(5-dimethylphosphoryl-3-methoxy-pyrazin-2-yl)carbamate C(C)(C)(C)OC(=O)N(C(OC(C)(C)C)=O)C1=NC=C(N=C1OC)P(=O)(C)C